6-chloro-5-[4-[1-(hydroxymethyl)cyclopropyl]phenyl]-3-[hydroxy-(5-methyl-2-thienyl)methylene]indolin-2-one ClC1=C(C=C2C(C(NC2=C1)=O)=C(C=1SC(=CC1)C)O)C1=CC=C(C=C1)C1(CC1)CO